(5RS)-4-[5-(3,5-dichlorophenyl)-5-(trifluoromethyl)-4H-isoxazol-3-yl]-2-methyl-benzoic acid ClC=1C=C(C=C(C1)Cl)[C@]1(CC(=NO1)C1=CC(=C(C(=O)O)C=C1)C)C(F)(F)F |r|